FC(C=1C(N(C=2C=CC(=NC2C1N1[C@H](CN([C@@H](C1)C)CC1=C(C=C(C=C1)OC(F)(F)F)F)C)C#N)C)=O)F 7-(Difluoromethyl)-8-((2S,5R)-4-(2-fluoro-4-(trifluoromethoxy)benzyl)-2,5-dimethylpiperazin-1-yl)-5-methyl-6-oxo-5,6-dihydro-1,5-naphthyridin-2-carbonitril